CN(C)CC1=C(C=CC(=N1)NC=1C=CC(=C2CNC(C12)=O)C1=CN=C2N1C=CC(=C2)F)[C@@H]2C[C@@H](CC2)O 7-((6-((dimethylamino)methyl)-5-((1S,3R)-3-hydroxycyclopentyl)pyridin-2-yl)amino)-4-(7-fluoroimidazo[1,2-a]pyridin-3-yl)isoindolin-1-one